N-[(6-Amino-2-pyridyl)sulfonyl]-6-tert-butyl-2-(3-methyl-1-piperidyl)pyridin-3-carboxamid NC1=CC=CC(=N1)S(=O)(=O)NC(=O)C=1C(=NC(=CC1)C(C)(C)C)N1CC(CCC1)C